N[C@@H](CC(N)=O)CC(=O)O β-Homoasparagin